2-((3aR,5s,6aS)-5-((5-(6-hydroxy-5,6-dihydro-4H-cyclopenta[d]thiazol-2-yl)-1H-pyrrolo[2,3-b]pyridin-4-yl)amino)hexahydrocyclopenta[c]pyrrol-2(1H)-yl)acetonitrile OC1CCC=2N=C(SC21)C=2C(=C1C(=NC2)NC=C1)NC1C[C@@H]2[C@@H](CN(C2)CC#N)C1